Ethyl 2-(5-fluoropyridin-3-yl)-3-oxo-6-[6-(trifluoromethyl) pyridin-3-yl]-2,3-dihydropyridazine-4-carboxylate FC=1C=C(C=NC1)N1N=C(C=C(C1=O)C(=O)OCC)C=1C=NC(=CC1)C(F)(F)F